ClC1=CC(=C(COC2=NC(=NC=C2F)C2=CCC(CC2)CC=O)C=C1)F 2-(4-(4-((4-chloro-2-fluorobenzyl)oxy)-5-fluoropyrimidin-2-yl)cyclohex-3-en-1-yl)acetaldehyde